COC=1C2=C(N=C(N1)NC1CCC3(OCCO3)CC1)NC=C2C2=CC=1N(C=C2)N=CC1 4-Methoxy-5-(pyrazolo[1,5-a]pyridin-5-yl)-N-(1,4-dioxaspiro[4.5]decan-8-yl)-7H-pyrrolo[2,3-d]pyrimidin-2-amine